1-benzyl-N-{bicyclo[1.1.1]pentan-1-yl}pyrrolidin-3-amine C(C1=CC=CC=C1)N1CC(CC1)NC12CC(C1)C2